(±)-3-(((4'-cyano-[1,1'-biphenyl]-4-yl)oxy)methyl)-1-(4-methoxybenzoyl)pyrrolidine-3-carbonitrile C(#N)C1=CC=C(C=C1)C1=CC=C(C=C1)OC[C@]1(CN(CC1)C(C1=CC=C(C=C1)OC)=O)C#N |r|